C1(CC1)C1=C(C(=NO1)C1=C(C=CC=C1)OC(F)(F)F)COC1CC2CCC(C1)N2C=2SC1=C(N2)C(=CC(=C1)C(=O)O)F 2-(3-((5-cyclopropyl-3-(2-(trifluoromethoxy)phenyl)isoxazol-4-yl)methoxy)-8-azabicyclo[3.2.1]octan-8-yl)-4-fluorobenzo[d]thiazole-6-carboxylic acid